(E)-bis((9H-fluoren-9-yl)methyl) (3-(((tert-butyldiphenylsilyl)oxy)methyl)pent-2-en-1-yl) phosphate P(=O)(OCC1C2=CC=CC=C2C=2C=CC=CC12)(OCC1C2=CC=CC=C2C=2C=CC=CC12)OCC=C(CC)CO[Si](C1=CC=CC=C1)(C1=CC=CC=C1)C(C)(C)C